ClC1=C(C(=CC=C1)Cl)N1C=2N(C3=C(C1=O)C=NC(=N3)NC3=CC=C(C=C3)N3CCC1(CN(C1)S(=O)(=O)C)CC3)C=CN2 6-(2,6-dichlorophenyl)-2-({4-[2-(methylsulfonyl)-2,7-diazaspiro[3.5]non-7-yl]phenyl}amino)imidazo[1,2-a]pyrimido[5,4-e]pyrimidin-5(6H)-one